COCCOC=1C=C2C=CN=C(C2=CC1)NC=1C=NC(=NC1)C 6-(2-methoxyethoxy)-N-(2-methylpyrimidin-5-yl)isoquinolin-1-amine